N-(1-(8-((1-methyl-1H-pyrazol-4-yl)ethynyl)-1-oxo-2-phenyl-1,2-dihydroisoquinolin-3-yl)ethyl)-2-(sulfamoylamino)pyrazolo[1,5-a]pyrimidine-3-carboxamide CN1N=CC(=C1)C#CC=1C=CC=C2C=C(N(C(C12)=O)C1=CC=CC=C1)C(C)NC(=O)C=1C(=NN2C1N=CC=C2)NS(N)(=O)=O